3-cyano-N-(3-(2,6-dibromo-4-(perfluoropropan-2-yl)phenylcarbamoyl)-2-fluorophenyl)benzamide C(#N)C=1C=C(C(=O)NC2=C(C(=CC=C2)C(NC2=C(C=C(C=C2Br)C(C(F)(F)F)(C(F)(F)F)F)Br)=O)F)C=CC1